N1=CC(=CC=C1)COC1=C(C=O)C=CC=C1 (pyridin-3-ylmethoxy)benzaldehyde